N-Propoxy-4-pentenamide C(CC)ONC(CCC=C)=O